COC=1C=C(C=CC1COC1=C(C=C(C=C1)OC)C(F)(F)F)C1C=2C(NC(C1)=O)=NNC2 4-(3-Methoxy-4-{[4-methoxy-2-(trifluoromethyl)phenoxy]methyl}phenyl)-2H,4H,5H,6H,7H-pyrazolo[3,4-b]pyridin-6-one